bis(4-(1-ethyl-4-(trifluoromethyl)-1H-imidazol-2-yl)phenyl)methanol C(C)N1C(=NC(=C1)C(F)(F)F)C1=CC=C(C=C1)C(O)C1=CC=C(C=C1)C=1N(C=C(N1)C(F)(F)F)CC